7-(tert-butoxycarbonyl)-6,7,8,9-tetrahydro-5H-pyrido[2,3-d]azepin-1-oxide C(C)(C)(C)OC(=O)N1CCC=2C(CC1)=CC=C[N+]2[O-]